4-trimethylpent-2-yldithiobenzoate CC(C(CCC)C1=CC=C(C(=S)[S-])C=C1)(C)C